ClC=1C=C(NC2(CCC3(C(=CC4=CC5=C(OCC5)C=C34)C[C@H](COCC3=CC=C(C=C3)OC)C)CC2)C(=O)OC)C=CC1 methyl (1r,4R)-4-(3-chloroanilino)-6'-{(2R)-3-[(4-methoxyphenyl)methoxy]-2-methylpropyl}-2',3'-dihydrospiro[cyclohexane-1,7'-indeno[5,6-b]furan]-4-carboxylate